L-alanine cyclohexyl ester C1(CCCCC1)OC([C@@H](N)C)=O